ClC1=C(C#N)C(=CC=C1)N1N=CC(=C1)C1=CN(C(C=C1C=1C=NC(=CC1)C1CC1)=O)C 2-chloro-6-[4-[4-(6-cyclopropyl-3-pyridyl)-1-methyl-6-oxo-3-pyridyl]pyrazol-1-yl]benzonitrile